6-methyl-1H-pyrrolo[2,3-b]pyridine-2,3-dione CC1=CC=C2C(=N1)NC(C2=O)=O